NC=1C2=C(N=CN1)C(=CC(=N2)C=2C=C(C=CC2F)C2=NOC(=C2)[C@]2(C(N(CC2)C)=O)O)OC (R)-3-(3-(3-(4-Amino-8-methoxypyrido[3,2-d]pyrimidin-6-yl)-4-fluorophenyl)isoxazol-5-yl)-3-hydroxy-1-methylpyrrolidin-2-one